(S)-2-amino-6-borono-2-((1S,3R)-3-((4'-chlorobiphenyl-4-yl)methylamino)cyclobutyl)hexanoic acid N[C@@](C(=O)O)(CCCCB(O)O)C1CC(C1)NCC1=CC=C(C=C1)C1=CC=C(C=C1)Cl